(S,E)-N-(1-(4,4-difluorocyclohexyl)-3-(methylsulfonyl)allyl)-2-(1,1-difluoroethyl)-4-phenoxypyrimidine-5-carboxamide FC1(CCC(CC1)[C@@H](\C=C\S(=O)(=O)C)NC(=O)C=1C(=NC(=NC1)C(C)(F)F)OC1=CC=CC=C1)F